FC1=CC=CC2=C1N=C(S2)NC(CCCOC2=CC=C1CCC(NC1=C2)=O)=O N-(4-fluorobenzo[d]thiazol-2-yl)-4-((2-oxo-1,2,3,4-tetrahydroquinolin-7-yl)oxy)butanamide